ClC=1C=C(C=CC1)/C=C/C(=O)C1=CC=C(C=C1)S(=O)(=O)NCCC(=O)O 3-[[4-[(E)-3-(3-Chlorophenyl)prop-2-enoyl]phenyl]sulfonylamino]propanoic acid